C(C)OC(=O)C=1N=C2N(N1)[C@@H](C[C@H]2OC(C2=CC=C(C=C2)[N+](=O)[O-])=O)C(C)C trans-5-isopropyl-7-(4-nitrobenzoyl)oxy-6,7-dihydro-5H-pyrrolo[1,2-b][1,2,4]triazole-2-carboxylic acid ethyl ester